diisopropyl-octadecyl-dimethylaminosilane C(C)(C)[Si](N(C)C)(CCCCCCCCCCCCCCCCCC)C(C)C